N(=[N+]=[N-])C1=C(C=C(C(=O)O)C=C1)C(=O)O 4-azidoisophthalic acid